C1(=CC=CC=C1)N1N=CC(=C1)C=1SC=C(N1)C(=O)N[C@H]1CNCC1 2-(1-phenyl-1H-pyrazol-4-yl)-N-[(3R)-pyrrolidin-3-yl]-1,3-thiazole-4-carboxamide